tertbutyl (S)-(2-(2-(2-((4-((2-(2-cyano-4,4-difluoropyrrolidin-1-yl)-2-oxoethyl)carbamoyl)quinolin-6-yl)oxy)ethoxy)ethoxy)ethyl)carbamate C(#N)[C@H]1N(CC(C1)(F)F)C(CNC(=O)C1=CC=NC2=CC=C(C=C12)OCCOCCOCCNC(OC(C)(C)C)=O)=O